C=C(CCC(=O)O)CCCCC(=O)O 4-methyleneazelaic acid